(2R)-2-(tert-butoxymethyl)-2-(hydroxymethyl)-4-methyl-1-azabicyclo[2.2.2]octan-3-one C(C)(C)(C)OC[C@]1(N2CCC(C1=O)(CC2)C)CO